2-(5-chloro-2-((1-(4-nitrobenzyl)-1H-pyrazol-4-yl)amino)pyrimidin-4-yl)propan-2-ol Ethyl-(Z)-2-chloro-3-(pyridin-2-yl)acrylate C(C)/C(=C(\C(=O)OC(C)(C)C1=NC(=NC=C1Cl)NC=1C=NN(C1)CC1=CC=C(C=C1)[N+](=O)[O-])/Cl)/C1=NC=CC=C1